Ethyl 4-(4-methylphenyl)-3-oxobutanoate CC1=CC=C(C=C1)CC(CC(=O)OCC)=O